3-fluoro-6-methoxy-4-(1-(3-methyloxetan-3-yl)-6-(1,2,4-oxadiazol-5-yl)-1H-benzo[d]imidazol-2-yl)benzene-1,2-diol FC1=C(C(=C(C=C1C1=NC2=C(N1C1(COC1)C)C=C(C=C2)C2=NC=NO2)OC)O)O